1-[(2,6-difluorophenyl)methyl]-6-{6-[(methoxycarbamoyl)amino]pyridin-3-yl}-3-(6-methoxypyridazin-3-yl)-2,4-dioxothiophene FC1=C(C(=CC=C1)F)CS1C(C(C(C1)=O)C1=NNC(C=C1)(OC)C=1C=NC(=CC1)NC(NOC)=O)=O